[4-(4-cyclohexylaminomethyl-benzyloxy)-1-oxo-1,3-dihydro-isoindol-2-yl]-piperidine-2,6-dione C1(CCCCC1)NCC1=CC=C(COC2=C3CN(C(C3=CC=C2)=O)N2C(CCCC2=O)=O)C=C1